(R)-(3-OXO-1-PHENYL-PROPYL)-CARBAMIC ACID BENZYL ESTER C(C1=CC=CC=C1)OC(N[C@H](CC=O)C1=CC=CC=C1)=O